(E)-methyl 1-(2-(4,4-dimethylpent-1-en-1-yl)-5-methoxyphenyl)piperidine-4-carboxylate CC(C/C=C/C1=C(C=C(C=C1)OC)N1CCC(CC1)C(=O)OC)(C)C